C(C)(=O)OC1=C(C2=CC=CC=C2C=C1)OC(C(=C)C)=O acetoxy-1-methacryloyloxynaphthalene